BrC=1C=CC2=C(C3=C(O2)C=CC(=C3)OB(O)O)C1 (8-bromodibenzofuran-2-yl)boric acid